COC=1C(=C2C=CNC2=C(C1)C)CN1C(CCCC1)C=1C=2N(C(=CC1)C(=O)O)C=CN2 8-(1-((5-methoxy-7-methyl-1H-indol-4-yl)methyl)piperidin-2-yl)imidazo[1,2-a]pyridine-5-carboxylic acid